tert-butyl (S)-4-(5-(6-(1-(tert-butoxy)-2-ethoxy-2-oxoethyl)-7-(4-chlorophenyl)-5-methylbenzo[d]thiazol-2-yl)-1-methyl-1H-pyrrolo[2,3-b]pyridin-3-yl)piperidine-1-carboxylate C(C)(C)(C)O[C@H](C(=O)OCC)C1=C(C2=C(N=C(S2)C=2C=C3C(=NC2)N(C=C3C3CCN(CC3)C(=O)OC(C)(C)C)C)C=C1C)C1=CC=C(C=C1)Cl